3-(4-amino-2-fluorophenyl)-5-bromo-pyridin-2-amine NC1=CC(=C(C=C1)C=1C(=NC=C(C1)Br)N)F